CC1=NC(=NC(=C1)NC1=NNC(=C1)C)C(C(=O)N)C1CCNCC1 4-methyl-6-((5-methyl-1H-pyrazol-3-yl)amino)pyrimidin-2-ylpiperidin-4-ylacetamide